FC1=CC=C(C=C1)[C@@H]1N(CCC2=CC=CC=C12)C(=O)C1CC(C1)=O (S)-3-(1-(4-fluorophenyl)-1,2,3,4-tetrahydroisoquinoline-2-carbonyl)cyclobutan-1-one